8-(3,3-difluorocyclopentyl)-2-methoxypterin FC1(CC(CC1)N1C=CN=C2C(NC(N=C12)(N)OC)=O)F